tert-butyl 2-[(4-methoxyphenyl)methyl]-6,7-dihydro-4H-pyrazolo[4,3-c]pyridine-5-carboxylate COC1=CC=C(C=C1)CN1N=C2C(CN(CC2)C(=O)OC(C)(C)C)=C1